(R)-((2-(1H-imidazol-1-yl)-6-(3-methyl-morpholino)pyrimidin-4-yl)imino)dimethyl-λ6-sulfanone N1(C=NC=C1)C1=NC(=CC(=N1)N=S(=O)(C)C)N1[C@@H](COCC1)C